Monoglycidyl ether C(C1CO1)OCC1CO1